5,6-bis(3-methoxypropoxy)benzofuran methyl-1H-pyrrolo[2,3-b]pyridine-5-carboxylate COC(=O)C=1C=C2C(=NC1)NC=C2.COCCCOC=2C(=CC1=C(C=CO1)C2)OCCCOC